N5-(1-(2-Hydroxyethyl)-1H-pyrazol-4-yl)-N7-methyl-3-phenyl-2,3-dihydrobenzofuran-5,7-dicarboxamid OCCN1N=CC(=C1)NC(=O)C=1C=C(C2=C(C(CO2)C2=CC=CC=C2)C1)C(=O)NC